FC=1C=2N(C=CC1)N=C(C2)[C@H]2N(CCC1=C2N=CN1)C(=O)C1=C(N=C(O1)C(C)(C)O)C (S)-(4-(4-fluoropyrazolo[1,5-a]pyridin-2-yl)-6,7-dihydro-1H-imidazo[4,5-c]pyridin-5(4H)-yl)(2-(2-hydroxypropan-2-yl)-4-methyloxazol-5-yl)methanone